N-[4-(benzyloxy)phenyl]-N,1,2-trimethyl-1H-pyrrole-3-carboxamide hydrochloride Cl.C(C1=CC=CC=C1)OC1=CC=C(C=C1)N(C(=O)C1=C(N(C=C1)C)C)C